tert-butyl (S)-4-bromo-2-((E)-(((R)-tert-butylsulfinyl) imino) methyl)-5-chloro-6-fluoro-2-phenylindoline-1-carboxylate BrC1=C2C[C@](N(C2=CC(=C1Cl)F)C(=O)OC(C)(C)C)(C1=CC=CC=C1)/C=N/[S@](=O)C(C)(C)C